O=C1NC(CCC1C=1C=C(C(=NC1)N1CCC(CC1)NC(=O)N1CCC(CC1)C=1N=C2N(C=C(C(=C2)OC(C)C)C(=O)NC=2C=NN3C2N=CC=C3)C1)F)=O 2-(1-((1-(5-(2,6-dioxopiperidin-3-yl)-3-fluoropyridin-2-yl)piperidin-4-yl)carbamoyl)piperidin-4-yl)-7-isopropoxy-N-(pyrazolo[1,5-a]pyrimidin-3-yl)imidazo[1,2-a]pyridine-6-carboxamide